(3-(4-(trifluoromethyl)phenyl)imidazo[1,2-a]pyrimidin-2-yl)methanol FC(C1=CC=C(C=C1)C1=C(N=C2N1C=CC=N2)CO)(F)F